C(C)(=O)N1CCC(CC1)C1=NN(C=2C=CC=C(C12)C1=C(C=C2C=NN(C2=C1)C)F)CC(=O)NCC(=O)NCC(N)=O 2-{2-[3-(1-acetylpiperidin-4-yl)-5'-fluoro-1'-methyl-1H,1'H-[4,6'-biindazol]-1-yl]acetamido}-N-(carbamoylmethyl)acetamide